4-Chloro-N-{chloro-[3-(4-fluoro-phenyl)-4-phenyl-4,5-dihydro-pyrazol-1-yl]-methylene}-benzenesulfonamide ClC1=CC=C(C=C1)S(=O)(=O)N=C(N1N=C(C(C1)C1=CC=CC=C1)C1=CC=C(C=C1)F)Cl